FC(C=1N(C2=C(C=NC=C2N)N1)C)F 2-(difluoromethyl)-1-methyl-imidazo[4,5-c]pyridin-7-amine